bis(4-acryloxypropoxyphenyl) sulfone C(C=C)(=O)OCCCOC1=CC=C(C=C1)S(=O)(=O)C1=CC=C(C=C1)OCCCOC(C=C)=O